C(#N)C1=CC(=C(OC2=C(C(=O)NC3=CC(=CC=C3)[S@@](=O)(=N)C)C(=C(C=N2)C2=CC=C(C=C2)C#N)C)C=C1)OC (R)-2-(4-cyano-2-methoxyphenoxy)-5-(4-cyanophenyl)-4-methyl-N-(3-(S-methylsulfonimidoyl)phenyl)nicotinamide